3-methoxyprop-2-enoate COC=CC(=O)[O-]